BrC1=C2C(=NC(=C1)Cl)SC(=N2)NC(C2=CC=CC=C2)=O N-(7-bromo-5-chlorothiazolo[5,4-b]pyridin-2-yl)benzamide